(2-(6-methoxypyridin-3-yl)chroman-6-yl)methylamine COC1=CC=C(C=N1)C1OC2=CC=C(C=C2CC1)CN